ClC1=C(C(=NC2=CC=CN=C12)SC)[N+](=O)[O-] 4-chloro-2-(methylsulfanyl)-3-nitro-1,5-naphthyridine